1-(3-(6-(1-(difluoromethyl)-1H-pyrazol-4-yl)pyrrolo[2,1-f][1,2,4]triazin-4-yl)-3,8-diazabicyclo[3.2.1]octan-8-yl)propan-1-one FC(N1N=CC(=C1)C=1C=C2C(=NC=NN2C1)N1CC2CCC(C1)N2C(CC)=O)F